methyl 3-amino-6-chloro-5-methoxypyridine-2-carboxylate NC=1C(=NC(=C(C1)OC)Cl)C(=O)OC